FCCCN1C[C@H](CC1)OC1=CC=C(C=C1)C1=C(CSC2=CC(=CC=C12)O)C1=CC=C(C=C1)S(=O)(=O)N 4-[4-[4-[(3S)-1-(3-fluoropropyl)pyrrolidin-3-yl]oxyphenyl]-7-hydroxy-2H-thiochromen-3-yl]benzenesulfonamide